N1=CNC2=NC(=CC=C21)C(=O)[O-] 3H-imidazo[4,5-b]pyridin-5-carboxylate